(7-bromo-4-carbonyl-2,3,4,5-tetrahydrobenzo[b][1,4]Oxazepin-3-yl)carbamic acid tert-butyl ester C(C)(C)(C)OC(NC1C(NC2=C(OC1)C=CC(=C2)Br)=C=O)=O